7-(5-{[tert-butyl(dimethyl)silyl]oxy}-3-oxabicyclo[3.1.1]heptan-1-yl)-3-chloro-7H-pyrrolo[2,3-c]pyridazine [Si](C)(C)(C(C)(C)C)OC12COCC(C1)(C2)N2C=CC1=C2N=NC(=C1)Cl